C12CN(CC(CC1)N2)C(=O)OC(C)(C)C t-butyl 3,8-diazabicyclo[3.2.1]octane-3-carboxylate